2-pentylmalonic acid calcium salt [Ca+2].C(CCCC)C(C(=O)[O-])C(=O)[O-]